FCC1=C(C=CC=C1)CNC(=O)C1=CC=2C(=NC(=CC2)C=2C=NNC2)N1C N-{[2-(fluoromethyl)phenyl]methyl}-1-methyl-6-(1H-pyrazol-4-yl)pyrrolo[2,3-b]pyridine-2-carboxamide